NC1=CC=C(C=N1)N1CCC(CC1)C(=O)C1=CC=C(C=C1)COC1OCCCC1 (1-(6-aminopyridin-3-yl)piperidin-4-yl)(4-(((tetrahydro-2H-pyran-2-yl)oxy)methyl)phenyl)methanone